N1C(CCCC1)=O racemic-piperidone